NC1=NC=C(C2=C1C(=C(N2C)C2=CC=C(C=C2)NC(C(=C)F)=O)C2=CC(=C(C(=O)NCC(F)(F)F)C=C2)OC)C#CC(CC)O 4-(4-amino-2-{4-[(2-fluoroacrylamido)]phenyl}-7-(3-hydroxypent-1-ynyl)-1-methylpyrrolo[3,2-c]pyridin-3-yl)-2-methoxy-N-(2,2,2-trifluoroethyl)benzamide